methyl 4-(2-chloroethoxy)-3-cyano-5-methyl-benzoate ClCCOC1=C(C=C(C(=O)OC)C=C1C)C#N